N1(CCCC1)C1=CC(=NC(=N1)N)N 6-(1-pyrrolidinyl)-2,4-diaminopyrimidine